(7-(2-(4-(6-Fluorobenzo[b]thiophen-4-yl)piperazin-1-yl)ethyl)-2-oxo-3,4-dihydroquinolin-1(2H)-yl)methyl 2-methylpentanoate CC(C(=O)OCN1C(CCC2=CC=C(C=C12)CCN1CCN(CC1)C1=CC(=CC=2SC=CC21)F)=O)CCC